ClC1=CC=C(C=C1)N1N=C(C=C1)OCC1=C(C=CC=C1)N(C(OC)=O)CC methyl N-(2-(((1-(4-chlorophenyl)-1H-pyrazol-3-yl) oxy) methyl) phenyl)-N-ethylcarbamate